FC1=C(C=C(C(=C1)N1CCNCC1)F)C1C(NC(CC1)=O)=O 3-(2,5-difluoro-4-piperazin-1-yl-phenyl)piperidine-2,6-dione